(1R,2S)-2-methyl-2-phenylcyclopropane-1-carboxylic acid C[C@]1([C@@H](C1)C(=O)O)C1=CC=CC=C1